BrC1=C(N=C2N1C=CC=C2)C(=O)O 3-bromoimidazo[1,2-a]pyridine-2-carboxylic acid